C1(CC1)S(=O)(=O)NC(=O)C1=C(OC2=C1C=C(C=C2)OCC2=CC=C(C=C2)C)C N-(cyclopropylsulfonyl)-2-methyl-5-((4-methylbenzyl)oxy)benzofuran-3-carboxamide